OC1=C(C(=O)OCCCCCCCCCCCCCCCCCCC)C=CC=C1 nonadecyl o-hydroxybenzoate